1,4-dioxa-spiro[4.5]DEC-7-ene-8-boronic acid pinacol ester O1CCOC12CC=C(CC2)B2OC(C)(C)C(C)(C)O2